COCC1=C(C=CC=C1)C1N(CCC(C1)=O)C(=O)OCC1=CC=CC=C1 benzyl 2-[2-(methoxymethyl)phenyl]-4-oxopiperidine-1-carboxylate